C1(CC1)C(=O)N1[C@H]([C@H](CCC1)NS(=O)(=O)C)CO[C@@H]1CC[C@@H](CC1)C1=NC=CC=N1 N-(cis-1-(cyclopropylcarbonyl)-2-(((cis-4-(pyrimidin-2-yl)cyclohexyl)oxy)methyl)piperidin-3-yl)methanesulfonamide